ethyl (7R)-2-[4-(4-fluorophenoxy)phenyl]-7-[4-(2-nitrobenzene-1-sulfonyl)piperazin-1-yl]-4,5,6,7-tetrahydro-2H-pyrazolo[4,3-b]pyridine-3-carboxylate FC1=CC=C(OC2=CC=C(C=C2)N2N=C3C(NCC[C@H]3N3CCN(CC3)S(=O)(=O)C3=C(C=CC=C3)[N+](=O)[O-])=C2C(=O)OCC)C=C1